2-(3-(((1R,3s,5S)-8-azabicyclo[3.2.1]octan-3-yl)oxy)-1,2,4-triazin-6-yl)-5-(1H-imidazol-1-yl)phenol [C@H]12CC(C[C@H](CC1)N2)OC=2N=NC(=CN2)C2=C(C=C(C=C2)N2C=NC=C2)O